FC(CC1=C(CNC(OC(C)(C)C)=O)C=CC(=C1)C1=NC=NC(=N1)NC1=NN(C=C1)C)F tert-butyl (2-(2,2-difluoroethyl)-4-(4-((1-methyl-1H-pyrazol-3-yl)amino)-1,3,5-triazin-2-yl)benzyl)carbamate